[2-(dimethylamino)ethyl]triethoxysilane CN(CC[Si](OCC)(OCC)OCC)C